3-(6-fluoro-1-oxophthalazin-2(1H)-yl)piperidine-2,6-dione FC=1C=C2C=NN(C(C2=CC1)=O)C1C(NC(CC1)=O)=O